(R)-1-(2,5-difluoropyridin-3-yl)ethyl (4-(5-(2,6-difluoro-nicotinamido) pyridin-2-yl)-1-methyl-1H-1,2,3-triazol-5-yl)carbamate FC1=C(C(=O)NC=2C=CC(=NC2)C=2N=NN(C2NC(O[C@H](C)C=2C(=NC=C(C2)F)F)=O)C)C=CC(=N1)F